(S)-4-(6-methyl-7-(5-methyl-1H-indazol-4-yl)-2-((1-methylpyrrolidin-2-yl)methoxy)-8-oxo-7,8-dihydropyrimido[5,4-d]Pyrimidin-4-yl)piperazine-1-carboxylic acid benzyl ester C(C1=CC=CC=C1)OC(=O)N1CCN(CC1)C=1C2=C(N=C(N1)OC[C@H]1N(CCC1)C)C(N(C(=N2)C)C2=C1C=NNC1=CC=C2C)=O